CC1=CN=C2N1N=C(C=C2)C=2C1=C(N=C(N2)NC2=CC=NC=C2)NC=C1 (3-methylimidazo[1,2-b]pyridazin-6-yl)-N-(pyridin-4-yl)-7H-pyrrolo[2,3-d]pyrimidin-2-amine